(R)-1-mercapto-3-(3-(trifluoromethyl)-5,6-dihydro-[1,2,4]triazolo[4,3-a]pyrazin-7(8H)-yl)propan-2-ol SC[C@@H](CN1CC=2N(CC1)C(=NN2)C(F)(F)F)O